1,2-dimethyl-2-pyrrolidin-3-yl-pyrrolidine CN1C(CCC1)(C1CNCC1)C